C(C)(C)(C)C=1C=CC=2N(C3=CC=C(C=C3C2C1)C(C)(C)C)CCCCCCCCP(O)(O)=O [8-(3,6-di-tert-butyl-9H-carbazol-9-yl)octyl]phosphonic acid